C(CC=CCCCCCCC)C=O undeca-3-en-1-carbaldehyde